3-benzylidene-6-[(5-tertiary butyl-1H-imidazol-4-yl)methylene]piperazine-2,5-dione monohydrate O.C(C1=CC=CC=C1)=C1C(NC(C(N1)=O)=CC=1N=CNC1C(C)(C)C)=O